CC1=NC2=CC=CC(=C2C(N1C1C(NC(CC1)=O)=O)=O)OCCC1=CC=C(C=C1)CN1CCCCC1 3-(2-methyl-4-oxo-5-(4-(piperidin-1-ylmethyl)phenethoxy)quinazolin-3(4H)-yl)piperidine-2,6-dione